N(1)-Benzyl-4-methylbenzene-1,2-diamine C(C1=CC=CC=C1)NC=1C(=CC(=CC1)C)N